2'-deoxy guanosine-3'-phosphorothioate P(O)(O)(=S)O[C@H]1C[C@@H](O[C@@H]1CO)N1C=NC=2C(=O)NC(N)=NC12